3-(3,5-bis(trifluoromethyl)phenyl)-5-methyl-1-(1-methyl-4-nitro-1H-imidazol-5-yl)-1H-1,2,4-triazole FC(C=1C=C(C=C(C1)C(F)(F)F)C1=NN(C(=N1)C)C1=C(N=CN1C)[N+](=O)[O-])(F)F